FC1=C(C=O)C(=CC=C1F)O 2,3-DIFLUORO-6-HYDROXYBENZALDEHYDE